O=C1NC(CCC1N1C(C2=CC(=C(C=C2C1=O)N1CCN(CC1)CC1CCN(CC1)CC(=O)N)F)=O)=O 2-(4-((4-(2-(2,6-dioxopiperidin-3-yl)-6-fluoro-1,3-dioxoisoindolin-5-yl)piperazin-1-yl)methyl)piperidin-1-yl)acetamide